C(CCCCCCCCCCCCCCCCC)N1C=C(C(C=C1)=O)O N-octadecyl-3-hydroxypyridine-4-one